BrC1=CC=C(C=C1)N1N=C(C(=C1)C1OC(C(N1CCC1=CC=C(C=C1)NC(C)=O)=O)C)C1=CC=C(C=C1)F N-(4-(2-(2-(1-(4-bromophenyl)-3-(4-fluorophenyl)-1H-pyrazol-4-yl)-5-methaneyl-4-oxooxazolidin-3-yl)ethyl)phenyl)acetamide